2-(azetidin-3-yloxy)-5-chloro-6-methoxy-3-nitropyridine N1CC(C1)OC1=NC(=C(C=C1[N+](=O)[O-])Cl)OC